(2R,5S)-2-Isopropyl-3,6-dimethoxy-5-(4,4,4-trifluoro-3,3-dimethylbutyl)-2,5-dihydropyrazine C(C)(C)[C@H]1N=C([C@@H](N=C1OC)CCC(C(F)(F)F)(C)C)OC